15Z-beta-carotene CC1(C)CCCC(C)=C1\C=C\C(\C)=C\C=C\C(\C)=C\C=C/C=C(\C)/C=C/C=C(\C)/C=C/C1=C(C)CCCC1(C)C